C(C=C)(=O)NC=1C=C2C(=CN(C2=CC1)C1=CC=C(C=C1)C(F)(F)F)C(=O)N 5-acrylamido-1-(4-(trifluoromethyl)-phenyl)-1H-indole-3-carboxamide